(E)-4-(4-isobutylphenyl)-1-(1-(3-nitro-1H-indol-1-yl)cyclopropyl)pent-1-en-3-one C(C(C)C)C1=CC=C(C=C1)C(C(/C=C/C1(CC1)N1C=C(C2=CC=CC=C12)[N+](=O)[O-])=O)C